N,N-bis(4-bromophenyl)-4-fluoroaniline BrC1=CC=C(C=C1)N(C1=CC=C(C=C1)F)C1=CC=C(C=C1)Br